C12CN(CC(N1)C2)C2=CC(=C1C(=NC=NC1=C2)NC=2C(=C1C=CC=NC1=CC2)F)O[C@@H](CN(C)C)C 7-(3,6-diazabicyclo[3.1.1]heptan-3-yl)-5-(((R)-1-(dimethylamino)propan-2-yl)oxy)-N-(5-fluoroquinolin-6-yl)quinazolin-4-amine